3-[[2-fluoro-3-(oxetan-3-ylsulfamoylamino)phenyl]methyl]-7-[(3-fluoro-2-pyridyl)oxy]-4-methyl-chromen-2-one FC1=C(C=CC=C1NS(NC1COC1)(=O)=O)CC=1C(OC2=CC(=CC=C2C1C)OC1=NC=CC=C1F)=O